C1(=CC=CC=C1)S(=O)(=O)N1[C@H]2[C@@H](O[C@@](C1)([C@H]2O)COC(C2=CC=CC=C2)(C2=CC=C(C=C2)OC)C2=CC=C(C=C2)OC)N2C(N=C(C(=C2)C)NC(C2=CC=CC=C2)=O)=O N-[1-[(1R,3R,4R,7S)-5-(benzenesulfonyl)-1-[[bis(4-methoxyphenyl)-phenylmethoxy]methyl]-7-hydroxy-2-oxa5-azabicyclo[2.2.1]heptan-3-yl]-5-methyl-2-oxo-pyrimidin-4-yl]benzamide